tolylcyclopentadienyl methacrylate C(C(=C)C)(=O)OC1(C=CC=C1)C1=C(C=CC=C1)C